4-[2-(2-aminoethyl)pyrimidin-5-yl]-3-(5-cyclopropyl-2-methylpyrazol-3-yl)oxybenzonitrile NCCC1=NC=C(C=N1)C1=C(C=C(C#N)C=C1)OC=1N(N=C(C1)C1CC1)C